2-({1-[(cis)-3-hydroxy-3-methylcyclobutyl]-7-(trifluoromethyl)-1H-1,3-benzodiazol-5-yl}oxy)(1,1,2,2-2H4)ethyl 4-methylbenzene-1-sulfonate CC1=CC=C(C=C1)S(=O)(=O)OC(C([2H])([2H])OC1=CC2=C(N(C=N2)C2CC(C2)(C)O)C(=C1)C(F)(F)F)([2H])[2H]